2-(1-amino-2-(3,5-difluorophenyl)ethyl)-4-oxo-7-(6-(trifluoromethyl)pyridin-2-yl)dihydroquinazoline NC(CC1=CC(=CC(=C1)F)F)C1NC2=CC(=CC=C2C(N1)=O)C1=NC(=CC=C1)C(F)(F)F